C12=CC=C(N1)C=C1C=CC(=N1)C=C1C=CC(N1)=CC=1C=CC(N1)=C2.[Tb] terbium porphyrin